4-[3-[2-Chloro-4-(6-methoxy-2-azaspiro[3.3]heptan-2-yl)benzoyl]-2,4-dihydro-1,3-benzoxazin-8-yl]-5-fluoro-2-(3-oxa-8-azabicyclo[3.2.1]octan-8-yl)benzoic acid ClC1=C(C(=O)N2COC3=C(C2)C=CC=C3C3=CC(=C(C(=O)O)C=C3F)N3C2COCC3CC2)C=CC(=C1)N1CC2(C1)CC(C2)OC